1-(2-(4-(4-(Difluoromethoxy)-3-fluorophenyl)-1H-imidazol-2-yl)piperidin-1-yl)-2-(methylsulfanyl)propan-1-one FC(OC1=C(C=C(C=C1)C=1N=C(NC1)C1N(CCCC1)C(C(C)SC)=O)F)F